3-(4-((3-phenyl-1H-indazol-6-yl)methoxy)phenyl)butanoic acid C1(=CC=CC=C1)C1=NNC2=CC(=CC=C12)COC1=CC=C(C=C1)C(CC(=O)O)C